ClC1=C(CNC(=O)[C@]2(C=3C=CC=NC3[C@@](CC2)(COC)O)F)C=CC(=C1)F (5S,8S)-N-(2-chloro-4-fluorobenzyl)-5-fluoro-8-hydroxy-8-(methoxymethyl)-5,6,7,8-tetrahydroquinoline-5-carboxamide